N1=CN=C(C2=C1NC=C2)OC21CCC(CC2)(C1)N1C(N(CC1=O)C1=CC(=CC=C1)OC(F)(F)F)=O 3-[4-(7H-pyrrolo[2,3-d]pyrimidin-4-yloxy)bicyclo[2.2.1]hept-1-yl]-1-[3-(trifluoromethoxy)phenyl]-2,4-imidazolidinedione